C1(CC1)C(=O)NC=1C=C2C(=CN=C(C2=CN1)NC)C(=O)NC1=NC=CC=C1O 6-(cyclopropanecarboxamido)-N-(3-hydroxypyridin-2-yl)-1-(methylamino)-2,7-naphthyridine-4-carboxamide